(4-(2-(4-fluorophenyl)-1H-pyrrolo-[2,3-b]pyridin-5-yl)thiophen-2-yl)(4-(methylsulfonyl)piperazin-1-yl)methanone FC1=CC=C(C=C1)C1=CC=2C(=NC=C(C2)C=2C=C(SC2)C(=O)N2CCN(CC2)S(=O)(=O)C)N1